tert-butyl (1R,4R)-5-[5-[[4-chloro-5-(trifluoromethyl)pyrimidin-2-yl]amino]-6-cyclopropyl-2-pyridyl]-2,5-diazabicyclo[2.2.1]heptane-2-carboxylate ClC1=NC(=NC=C1C(F)(F)F)NC=1C=CC(=NC1C1CC1)N1[C@H]2CN([C@@H](C1)C2)C(=O)OC(C)(C)C